CC(COCCCCCCN1C=[N+](C=C1)CCCCCCOCC(C)C)C 1,3-bis[6-(2-methylpropoxy)hexyl]imidazolium